C(#N)C(C(=O)C1=C(C(=C(C=C1)Cl)Cl)S(=O)(=O)C)C(=O)C1CC1 2-cyano-3-cyclopropyl-1-(2-methylsulphonyl-3,4-dichlorophenyl)-propane-1,3-dione